N-(2-(1-((2-(2,6-dioxopiperidin-3-yl)-1-oxoisoindolin-5-yl)methyl)piperidine-4-yl)-5-(2-hydroxypropan-2-yl)benzo[d]thiazol-6-yl)-6-(trifluoromethyl)pyridine-2-carboxamide O=C1NC(CCC1N1C(C2=CC=C(C=C2C1)CN1CCC(CC1)C=1SC2=C(N1)C=C(C(=C2)NC(=O)C2=NC(=CC=C2)C(F)(F)F)C(C)(C)O)=O)=O